6-(p-tolylamino)pyrido[4,3-e]pyrrolo[1,2-a]pyrazine-7-carboxylic acid C1(=CC=C(C=C1)NC=1C=2N(C3=C(N1)C=CN=C3)C=CC2C(=O)O)C